C(CCCC)C1=C(C(=C(C(=C1)C)C1=C(C(=O)O)C=CC=C1)C1=C(C(=O)O)C=CC=C1)C.CN1N=CC(=C1C1=NC(=NC=C1F)N1CCC(CC1)C(=O)N(CC1=NC=CC=C1)O)C 1-(4-(1,4-dimethyl-1H-pyrazol-5-yl)-5-fluoropyrimidin-2-yl)-N-hydroxy-N-(pyridin-2-ylmethyl)piperidine-4-carboxamide 4-(1-pentyl)-3,6-dimethyl-1,2-phenylenedibenzoate